rel-(3R)-1-methyl-5-[7-methyl-6-[[4-methyl-6-(methylamino)pyrimidin-2-yl]amino]chroman-8-yl]-2,3,4,7-tetrahydroazepin-3-ol CN1C[C@@H](CC(=CC1)C=1C(=C(C=C2CCCOC12)NC1=NC(=CC(=N1)C)NC)C)O |o1:3|